ClC1=CC2=C(N=N1)N(CCC2O)[C@H]2CN(CCC2)C(=O)OC(C)(C)C tert-butyl (3R)-3-(3-chloro-5-hydroxy-6,7-dihydropyrido[2,3-c]pyridazin-8(5H)-yl)piperidine-1-carboxylate